C1(=CC=CC=C1)C1(C=CC2=C(O1)C=1C=C(C=CC1C1=C2C(C2=CC(=CC=C21)OC)(C)C)OC)C2=CC=C(C=C2)N2CCNCC2 3-phenyl-3-(4-piperazinylphenyl)-6,11-dimethoxy-13,13-dimethyl-3H,13H-indeno[2',3':3,4]naphtho-[1,2-b]pyran